BrC1=CC(=CC(=C1)I)CF 1-bromo-3-(fluoromethyl)-5-iodobenzene